COC(=O)C1=NC(=CC(=C1Cl)NC(C)=O)C1=C(C=C(C(=C1)F)I)F 4-acetylamino-3-chloro-6-(2,5-difluoro-4-iodophenyl)-pyridine-2-carboxylic acid methyl ester